The molecule is an alkene that is nonane containing one double bond located at position 1. It has a role as a plant metabolite and a mammalian metabolite. CCCCCCCC=C